O[C@@H]1CN(CC1)C(CN1C(=NC2=C3CC[C@@H](NC3=CC=C21)C)CCN2C(C=CC=C2)=O)=O (7S)-3-{2-[(3S)-3-Hydroxypyrrolidin-1-yl]-2-oxoethyl}-7-methyl-2-[2-(2-oxo-1,2-dihydropyridin-1-yl)ethyl]-3H,6H,7H,8H,9H-imidazo[4,5-f]chinolin